epoxydecanal C1(C(CCCCCCCC)O1)=O